4-chloro-1,3,4-oxadiazine ClN1N=COC=C1